CCCCCCCCCCCCCC(=O)OC[C@H](COP(=O)(O)OC[C@H](CO)O)OC(=O)CCCCCCCCC/C=C\CCCCCCCCCC 1-tetradecanoyl-2-(11Z-docosenoyl)-glycero-3-phospho-(1'-sn-glycerol)